C(#C)[C@@H]1N([C@H]2CN(C([C@@H]1C2)=O)C2=CC=C(C=C2)C(F)(F)F)C(=O)OC(C)(C)C tert-butyl (1R,5R,7R)-7-ethynyl-2-oxo-3-(4-(trifluoromethyl)phenyl)-3,6-diazabicyclo[3.2.1]octane-6-carboxylate